tert-butyl ((1-allyl-4-methyl-1,4-azasilinan-4-yl)methyl)carbamate C(C=C)N1CC[Si](CC1)(C)CNC(OC(C)(C)C)=O